5-(8-(4-(2,2-difluoroethoxy)-3,3-difluoropyrrolidin-1-yl)imidazo[1,2-b]pyridazin-6-yl)pyrimidine-2,4(1H,3H)-dione FC(COC1C(CN(C1)C=1C=2N(N=C(C1)C=1C(NC(NC1)=O)=O)C=CN2)(F)F)F